6-(1H-indol-5-yl)-4-(2-(tetrahydro-2H-pyran-4-yl)ethyl)-3,4-dihydropyrazino[2,3-b]pyrazin-2(1H)-one N1C=CC2=CC(=CC=C12)C=1N=C2C(=NC1)NC(CN2CCC2CCOCC2)=O